C1=C(C=CC2=CC=CC=C12)C1=NN(C=C1/C=C/C(=O)N[C@@H](CCCCN)C(=O)O)C1=CC=CC=C1 (E)-(3-(3-(naphthalen-2-yl)-1-phenyl-1H-pyrazol-4-yl)acryloyl)-L-lysine